ClC1=CC=NC=C1 4-CHLOROPYRIDIN